(S)-N-{1-[3-(3-chloro-4-cyano-5-fluorophenyl)-1H-pyrazol-1-yl]propan-2-yl}-2-methyl-1H-imidazole-4-carboxamide ClC=1C=C(C=C(C1C#N)F)C1=NN(C=C1)C[C@H](C)NC(=O)C=1N=C(NC1)C